COC(=O)C1=CN=C(S1)[C@@H](C)N (R)-methyl-2-(1-aminoethyl)-1,3-thiazole-5-carboxylate